IC12CC(C1)(C2)S(=O)(=O)C2=CC=C(C)C=C2 1-iodo-3-tosylbicyclo[1.1.1]pentane